[H+].CCCCCCCCCCCC[N+](C)(C)CCCS(=O)(=O)[O-] Sulphobetaine